2-[(4-amino-2-butyl-6-methyl-1H-imidazo[4,5-c]pyridin-7-yl)sulfanyl]-5-[(dimethylamino)methyl]phenol NC1=NC(=C(C2=C1N=C(N2)CCCC)SC2=C(C=C(C=C2)CN(C)C)O)C